C(C)(C)(C)OC(=O)N1CCC2(CC(C2)C2=C(C=CC(=C2)C)C)CC1 2-(2,5-dimethylphenyl)-7-azaspiro[3.5]nonane-7-carboxylic acid tert-butyl ester